N-[3-[2-(1-ethylcyclopropyl)ethynyl]phenyl]-11-fluoro-N-methyl-2,4,5,7,13-pentazatricyclo[7.4.0.02,6]trideca-1(13),3,5,7,9,11-hexaen-8-amine C(C)C1(CC1)C#CC=1C=C(C=CC1)N(C1=NC2=NN=CN2C2=NC=C(C=C12)F)C